COC(=O)C=1C=C(C=2N(C1)N=C(C2C)C2=CC=1C(=C(N=CC1)Cl)N2C)OC 2-(7-chloro-1-methyl-1H-pyrrolo[2,3-c]pyridin-2-yl)-4-methoxy-3-methylpyrazolo[1,5-a]pyridine-6-carboxylic acid methyl ester